4-{[(3R,4S)-4-fluoropiperidin-3-yl]amino}-6-[4-(2-hydroxy-2-methylpropyloxy)phenyl]pyrido[3,2-d]pyrimidine-8-carboxamide F[C@@H]1[C@@H](CNCC1)NC=1C2=C(N=CN1)C(=CC(=N2)C2=CC=C(C=C2)OCC(C)(C)O)C(=O)N